C12(CC3CC(CC(C1)C3)C2)NC(COC2=NC(NC(=C2F)OC)=O)=O N-(adamantan-1-yl)-2-((5-fluoro-6-methoxy-2-oxo-1,2-dihydropyrimidin-4-yl)oxy)acetamide